[C@@H]12[C@@H](CC=CC1)C(=O)OC2=O.[O].[He] Helium oxygen cis-4-cyclohexene-1,2-dicarboxylic anhydride